Cl.C(CCCCCC)C1OC2=CC(=CC=C2C(C1)NCC1=CC(=C(C(=C1)CF)CF)CF)OC 2-heptyl-4-(3,4,5-trifluoromethylbenzylamino)-7-methoxychroman hydrochloride